(S)-1-(2-((S)-3-((2-oxo-1,2,3,4-tetrahydroquinolin-6-yl)oxy)pyrrolidine-1-yl)acetyl)pyrrolidine-2-carbonitrile O=C1NC2=CC=C(C=C2CC1)O[C@@H]1CN(CC1)CC(=O)N1[C@@H](CCC1)C#N